ClC1=C2C(=C(NC2=CC=C1F)C(=O)N1C[C@@H](NCC1)C(=O)N(C)C)F (R)-4-(4-chloro-3,5-difluoro-1H-indole-2-carbonyl)-N,N-dimethylpiperazine-2-carboxamide